ClC1=CC=C2C(=CNC2=C1)C(C(F)F)O 1-(6-chloro-1H-indol-3-yl)-2,2-difluoroethane-1-ol